OC1=C(C(=O)OC2=C(C(=C(C(=O)OCOC)C(=C2C)C)C)CC)C(=CC(=C1C)O)C methoxymethyl 4-((2,4-dihydroxy-3,6-dimethylbenzoyl)oxy)-3-ethyl-2,5,6-trimethylbenzoate